2-azido-2,2-difluoro-1-(o-tolyl)ethane-1-one N(=[N+]=[N-])C(C(=O)C1=C(C=CC=C1)C)(F)F